FC1CC[C@H](N(CC1)C(CN1C=C(C2=CC(=CC=C12)C=1C=NC=2N(C1)N=C(C2)C)C(=O)N)=O)C(NC2=NC(=CC=C2)C)=O 1-(2-((2S)-5-fluoro-2-((6-methylpyridin-2-yl)carbamoyl)azepan-1-yl)-2-oxoethyl)-5-(2-methylpyrazolo[1,5-a]pyrimidin-6-yl)-1H-indole-3-carboxamide